N1N=CC2=CC(=CC=C12)C1=NC=CC(=C1C(F)(F)F)CC=O 2-[2-(1H-indazol-5-yl)-3-(trifluoromethyl)pyridin-4-yl]acetaldehyde